6-(3-Fluoroazetidin-1-yl)quinoline-4-carboxylic acid methyl ester COC(=O)C1=CC=NC2=CC=C(C=C12)N1CC(C1)F